4-((1S)-hydroxy((1S,4S,5R)-5-vinyl-quinuclidin-2-yl)methyl)quinolin-6-ol O[C@@H](C1=CC=NC2=CC=C(C=C12)O)C1N2C[C@@H]([C@H](C1)CC2)C=C